C(C)OP(=O)(OCC)[C@H](C)C=1C=CC2=C(C=C(S2)C(=O)O)C1 |r| rac-5-[1-(diethoxyphosphoryl)ethyl]-1-benzothiophene-2-carboxylic acid